trans-N-[8-amino-6-[5-(trifluoromethyl)-1H-pyrazol-4-yl]-2,7-naphthyridin-3-yl]-2-cyano-cyclopropanecarboxamide NC=1N=C(C=C2C=C(N=CC12)NC(=O)[C@H]1[C@@H](C1)C#N)C=1C=NNC1C(F)(F)F